CC1NCCCCCC(CCCC1)C(C)(C)C 2-methyl-7-t-butyl-1-azacyclododecane